Diallylsilicat C(C=C)O[Si](OCC=C)([O-])[O-]